C1(CC1)CC1=C(C(=NN1C=1SC=C(N1)C(=O)O)C1=CC(=C(C=C1)F)C#CC(C)(C)O)CC1=CC(=C(C=C1)S(N)(=O)=O)F 2-(5-(Cyclopropylmethyl)-3-(4-fluoro-3-(3-hydroxy-3-methylbut-1-yn-1-yl)phenyl)-4-(3-fluoro-4-sulfamoylbenzyl)-1H-pyrazol-1-yl)thiazole-4-carboxylic acid